(4-(4-methoxy-2-nitrophenyl)pyridin-2-yl)-3-(4-(trifluoromethyl)phenyl)propanamide COC1=CC(=C(C=C1)C1=CC(=NC=C1)C(C(=O)N)CC1=CC=C(C=C1)C(F)(F)F)[N+](=O)[O-]